FC=1C=C2C(OC(C2=CC1)=O)=O 5-fluoroisobenzofuran-1,3-dione